C(C)C(CC(=O)OC)C1=CC=NC=C1 Methyl β-ethyl-4-pyridinepropanoate